(Z)-4-amino-N-hydroxy-1,2,5-oxadiazole-3-carboimidoyl chloride NC=1C(=NON1)/C(=N/O)/Cl